C(C)(=O)C1=NN(C2=CC=CC(=C12)C(=O)OC)CC(=O)O 2-(3-acetyl-4-(methoxycarbonyl)-1H-indazol-1-yl)acetic acid